C(C)(C)C1=NN(C(C=2N1C=C(C2)C(=C)C)=O)CC(=O)NC2=NC=NC=C2 2-(4-isopropyl-1-oxo-7-(prop-1-en-2-yl)pyrrolo[1,2-d][1,2,4]triazin-2(1H)-yl)-N-(pyrimidin-4-yl)acetamide